NCC=1SC2=C(C(=NC=3C=C(C=CC23)C2=CC=NN2)N)N1 2-(aminomethyl)-7-(1H-pyrazol-5-yl)-[1,3]Thiazolo[4,5-c]Quinolin-4-amine